N(=[N+]=[N-])C[C@]1(C[C@H](N(C1)C(CNC(=O)C=1C=CC=2C(C3=CC=CC=C3C2C1)(F)F)=O)C(=O)O)F (2S,4R)-4-(azidomethyl)-1-((9,9-difluoro-9H-fluorene-3-carbonyl)glycyl)-4-fluoropyrrolidine-2-carboxylic acid